(5ar,10bs)-2-(3,5-dimethylphenyl)-4,5a,6,10b-tetrahydroindeno[2,1-b][1,2,4]triazolo[4,3-d][1,4]oxazin-2-ium tetrafluoroborate F[B-](F)(F)F.CC=1C=C(C=C(C1)C)[N+]=1N=C2N([C@@H]3[C@H](OC2)CC2=CC=CC=C23)C1